NC1CC2(CC(C2)NC(OC(C)(C)C)=O)C1 tert-butyl N-{6-aminospiro[3.3]heptan-2-yl}carbamate